N1(CCC2=CC=CC=C12)C(CCOCC)=O 1-(2,3-dihydro-1H-indol-1-yl)-3-ethoxy-1-propanone